(S)-(5-bromo-1-(tetrahydrofuran-3-yl)-1H-indazol-3-yl)methanol BrC=1C=C2C(=NN(C2=CC1)[C@@H]1COCC1)CO